3-methylbutyl butanoate (isoamyl butyrate) C(CC(C)C)C(C(=O)O)CC.C(CCC)(=O)OCCC(C)C